CIS-3-HEXENYL ACETOACETATE C(CC(=O)C)(=O)OCC\C=C/CC